3-(1H-Pyrazol-5-yl)-N-(2,2,2-trifluoroethyl)-2-((((CIS)-4-(2,3,6-trifluorophenyl)-cyclohexyl)oxy)methyl)piperidine-1-carboxamide N1N=CC=C1C1C(N(CCC1)C(=O)NCC(F)(F)F)CO[C@@H]1CC[C@@H](CC1)C1=C(C(=CC=C1F)F)F